7-chloro-5-fluoro-1,3-benzothiazole-4-carboxylic acid methyl ester COC(=O)C=1C(=CC(=C2C1N=CS2)Cl)F